N[C@H](C(=O)NC1=C2C=CNC2=CC=C1)CC1=CC=C(C=C1)N1C(CN(CC1)C1CCOCC1)=O (S)-4-(2-amino-3-(4-(4-(tetrahydro-2H-pyran-4-yl)-2-oxopiperazin-1-yl)phenyl)propionamido)-1H-indole